[Ag].[Ni].[Cu].CC1(OCCC(O1)CO)C (2,2-dimethyl-1,3-dioxan-4-yl)methanol copper-nickel-silver